COC(C1CCN(CC1)C1=C(C=C2CN(C(C2=C1)=O)C1C(NC(CC1)=O)=O)F)OC 3-(6-(4-(dimethoxymethyl)piperidin-1-yl)-5-fluoro-1-oxoisoindolin-2-yl)piperidine-2,6-dione